C(C)(C)(C)OC(=O)NCC=1C(=NC=CC1)C(=O)O 3-(((tert-butoxycarbonyl)amino)methyl)picolinic acid